5-[[5-(4-hydroxy-1-piperidinyl)-2-pyridinyl]amino]-7-propyl-3H-pyrido[2,3-d]pyrimidin-4-one OC1CCN(CC1)C=1C=CC(=NC1)NC1=CC(=NC=2N=CNC(C21)=O)CCC